O1CCN(CC1)C1=NC=CC2=C1C=C(N2COCC[Si](C)(C)C)C2=CC=C(C=C2)NC(=O)C2=NC=CC(=C2)CN2C[C@@H](CCC2)NC(OC(C)(C)C)=O tert-butyl (R)-(1-((2-((4-(4-morpholino-1-((2-(trimethylsilyl)ethoxy)methyl)-1H-pyrrolo[3,2-c]pyridin-2-yl)phenyl)carbamoyl)pyridin-4-yl)methyl)piperidin-3-yl)carbamate